C1=CC(=CC=C1C(=O)NCCOCCOCCN)S(=O)(=O)N aminodi(ethyloxy)ethylaminocarbonylbenzenesulfonamide